O1COC2=C1C=CC(=C2)NC2=NC(=NC=C2)C2=C(N=C1N2C=CC=C1)C(F)(F)F N-(1,3-benzodioxol-5-yl)-2-[2-(trifluoromethyl)imidazo[1,2-a]pyridin-3-yl]pyrimidin-4-amine